NC=1C=NN(C1)C1C(CN(CC1)C)O 4-(4-amino-1H-pyrazol-1-yl)-1-methylpiperidin-3-ol